1-(3,5-di-tert-butyl-4-hydroxybenzyl)-3-methylimidazolium hexafluorophosphate F[P-](F)(F)(F)(F)F.C(C)(C)(C)C=1C=C(CN2C=[N+](C=C2)C)C=C(C1O)C(C)(C)C